(3R)-3-(4-chlorophenyl)-2-[(5-chloropyridin-2-yl)methyl]-6-(2,4-dihydroxybut-2-yl)-3-{[1-(hydroxymethyl)cyclopropyl]methoxy}-2,3-dihydro-1H-isoindol-1-one ClC1=CC=C(C=C1)[C@@]1(N(C(C2=CC(=CC=C12)C(C)(CCO)O)=O)CC1=NC=C(C=C1)Cl)OCC1(CC1)CO